N-[5-(bromomethyl)-2-fluoro-phenyl]carbamic acid tert-butyl ester C(C)(C)(C)OC(NC1=C(C=CC(=C1)CBr)F)=O